C12(CC(C1)C2)NC2CN(CC2)C=2N=NC(=CN2)C2=C(C=C(C=C2)C=2C=NNC2)O 2-(3-{3-[(bicyclo[1.1.1]pent-1-yl)amino]pyrrolidin-1-yl}-1,2,4-triazin-6-yl)-5-(1H-pyrazol-4-yl)phenol